C(C)(C)(C)C1=C(OCN2N=CN(C2=O)C)C=CC(=C1)C=1N(C=CN1)COCC[Si](C)(C)C (2-tert-butyl-4-[1-(2-trimethylsilylethoxymethyl)imidazol-2-yl]phenoxy)methyl-4-methyl-1H-1,2,4-triazol-5-one